(6aR,7R,10aS)-4-(cyclohexyloxy)-7,10a-dimethyl-8-oxo-2-(quinolin-4-yl)-5,6,6a,7,8,10a-hexahydrobenzo[h]quinazoline-9-carbonitrile C1(CCCCC1)OC1=NC(=NC=2[C@]3([C@H](CCC12)[C@H](C(C(=C3)C#N)=O)C)C)C3=CC=NC1=CC=CC=C31